ethyl 3-(2-(dispiro[2.0.24.13]heptan-7-yl)ethoxy)-1-(tetrahydro-2H-pyran-2-yl)-1H-pyrazole-4-carboxylate C1CC12C1(CC1)C2CCOC2=NN(C=C2C(=O)OCC)C2OCCCC2